3-((2-amino-4-(butylamino)-6-methylpyrimidin-5-yl)methyl)-4-methoxybenzenesulfonic acid NC1=NC(=C(C(=N1)NCCCC)CC=1C=C(C=CC1OC)S(=O)(=O)O)C